11-((tert-butyldimethylsilyl)oxy)-7-methoxy-5-oxo-11,11a-dihydro-1H,3H-spiro[benzo[e]pyrrolo[1,2-a][1,4]diazepin-2,1'-cyclopropane]-10(5H)-carboxylic acid allyl ester C(C=C)OC(=O)N1C(C2N(C(C3=C1C=CC(=C3)OC)=O)CC3(CC3)C2)O[Si](C)(C)C(C)(C)C